C(#N)C1CC2(C1)CC(N(CC2)CC2=C1C=CNC1=C(C=C2OC)C)C2=CC=C(C(=O)NC1(CCC1)C(=O)O)C=C2 1-(4-(2-cyano-7-((5-methoxy-7-methyl-1H-indol-4-yl)methyl)-7-azaspiro[3.5]nonan-6-yl)benzamido)cyclobutane-1-carboxylic acid